COCC1CCOCC1 4-(methoxymethyl)tetrahydro-2H-pyran